OCN1CN(C=C1)CC(=O)O 2-(3-(hydroxymethyl)-2,3-dihydro-1H-imidazole-1-yl)acetic acid